(±)-2-(2-nitro-2-propyl)-1-phenyl-1-pentanone [N+](=O)([O-])C(C)(C)[C@H](C(=O)C1=CC=CC=C1)CCC |r|